(R)-(4-(quinolin-4-yl)piperazin-1-yl)(1-((1,3,5-trimethyl-1H-pyrazol-4-yl)sulfonyl)pyrrolidin-3-yl)methanone N1=CC=C(C2=CC=CC=C12)N1CCN(CC1)C(=O)[C@H]1CN(CC1)S(=O)(=O)C=1C(=NN(C1C)C)C